4-oxo-5-phenyl-1H-pyrrolo[2,3-d]pyridazine-7-carboxylic acid methyl ester COC(=O)C1=NN(C(C2=C1NC=C2)=O)C2=CC=CC=C2